C1(=CCC(CC1)C(C=O)C)C P-Menth-1-Ene-9-Al